C1(CC1)C1=NC=NC(=C1C=1N=C(C2=C(N1)SC=N2)NCC2=CC=C(C=C2)C=2N(C=C(N2)C(F)(F)F)C(C)C)OC 5-(4-cyclopropyl-6-methoxypyrimidin-5-yl)-N-(4-(1-isopropyl-4-(trifluoromethyl)-1H-imidazol-2-yl)benzyl)thiazolo[5,4-d]pyrimidin-7-amine